1-[4-(cyanomethyl)-1-(2,2,2-trifluoroethyl)-4-piperidyl]-3-[(2,2-difluorocyclopropanecarbonyl)amino]pyrazole-4-carboxamide C(#N)CC1(CCN(CC1)CC(F)(F)F)N1N=C(C(=C1)C(=O)N)NC(=O)C1C(C1)(F)F